sulfimide potassium salt [K].[SH2]=N